[Si](C)(C)(C(C)(C)C)OCCS(=O)(=O)CC(CCCC(C(=O)OC(C)(C)C)(C)C1=CC(=CC=C1)CC(C(=O)OCC)=[N+]=[N-])(C)C tert-butyl 7-((2-((tert-butyldimethylsilyl)oxy)ethyl)sulfonyl)-2-(3-(2-diazo-3-ethoxy-3-oxopropyl)phenyl)-2,6,6-trimethylheptanoate